NC1=NC=2C(=CC(=CC2C=2N1N=C(N2)[C@@H]2CC[C@@H](N(C2)C(=O)C2CC(C2)O)C)F)F ((2S,5R)-5-(5-amino-7,9-difluoro-[1,2,4]triazolo[1,5-c]quinazolin-2-yl)-2-methylpiperidin-1-yl)((1S,3R)-3-hydroxycyclobutyl)methanone